COC1=CC2=C(N(C=N2)C2=CC=C(C(=N2)N2N=C(C=C2)C(F)(F)F)C(C)=O)C=C1OC 1-[6-(5,6-Dimethoxybenzimidazol-1-yl)-2-[3-(trifluoromethyl)pyrazol-1-yl]-3-pyridinyl]ethanone